O=C1NC(CCC1N1C(C2=CC=CC=C2C1=O)=O)=O 2-(2,6-dioxo-3-piperidinyl)-1,3-dioxo-isoindole